ClC1=C(C=CC(=C1OC=1C(=C2C(N(C=NC2=CC1)C)=O)F)F)N1CC=CC=C1 N-(2-chloro-4-fluoro-3-((5-fluoro-3-methyl-4-oxo-3,4-dihydro-quinazolin-6-yl)oxy)phenyl)pyridine